2-(4-chloro-2-thienylcarbonylamino)-5,5-dimethyl-3-hexenoic acid ClC=1C=C(SC1)C(=O)NC(C(=O)O)C=CC(C)(C)C